(4-(2-Chlorophenyl)-3,4-dihydroquinoxaline-1(2H)-yl)(pyrrolidin-1-yl)methanone ClC1=C(C=CC=C1)N1CCN(C2=CC=CC=C12)C(=O)N1CCCC1